FC(C(=O)NCC)F 2,2-difluoro-N-ethylacetamide